(R)-methyl 2-aminopropanoate, hydrochloride Cl.N[C@@H](C(=O)OC)C